CC12CC3C(C(CC(C1)C3)C2)C trans-1,4-dimethyladamantane